NCCCC(=O)NC1=CC(=C(C=C1)C=O)C 4-AMINO-N-(4-FORMYL-3-METHYL-PHENYL)-BUTYRAMIDE